C1(CCC1)NCC1=C(N(C2=CC=CC=C12)CC1=CC(=CC=C1)C1CC1)C(=O)O 3-[(cyclobutylamino)methyl]-1-(3-cyclopropylbenzyl)-1H-indole-2-carboxylic acid